FC1=C(OCCSCC=2NC(NC2)=O)C=C(C=C1)F 4-[(2,5-difluorophenoxyethylthio)methyl]1,3-Dihydroimidazol-2-one